COC=1C=C(C=NC1N1CCNCC1)CO (5-methoxy-6-(piperazin-1-yl)pyridin-3-yl)methanol